COC1=CC=2C3=C(C(=NC2C=C1OCCCN1CCCC1)NCCCC#N)CCC3 4-((8-methoxy-7-(3-(pyrrolidin-1-yl)propoxy)-2,3-dihydro-1H-cyclopenta[c]quinolin-4-yl)amino)butanenitrile